3-methyl-5-octyl-1-(4-vinylbenzyl)-1H-1,2,4-triazole CC1=NN(C(=N1)CCCCCCCC)CC1=CC=C(C=C1)C=C